N1(C=NC=C1)C1=NC(=NC=C1)C(=O)NC1CC2(COC2)C1 4-(1H-imidazol-1-yl)-N-(2-oxaspiro[3.3]heptan-6-yl)pyrimidine-2-carboxamide